Nα-(5-fluoro-2,4-dinitrophenyl)-D-leucinamide FC=1C(=CC(=C(C1)N[C@H](CC(C)C)C(=O)N)[N+](=O)[O-])[N+](=O)[O-]